NC=1SC(=CN1)C(=O)NC1=C(C=C(C(=C1)C(NC1=NC=C(C=C1)OC1CC1)=O)F)CC 2-Amino-N-[5-[(5-cyclopropyloxypyridin-2-yl)carbamoyl]-2-ethyl-4-fluorophenyl]-1,3-thiazole-5-carboxamide